3-Chloro-5-[(methylsulfonyl)oxy]benzoic acid ClC=1C=C(C(=O)O)C=C(C1)OS(=O)(=O)C